C1CCN2CCC=3NC=4C=CC=CC4C3C[C@H]21 (R)-1,2,3,5,6,7,12,12a-octahydropyrrolo[1',2':1,7]azepino[4,5-b]indole